C(C=C)N(CCC1=CNC2=CC=C(C=C12)OC(CCC)=O)CC butyric acid 3-(2-(allyl (ethyl) amino) ethyl)-1H-indol-5-yl ester